(2s,3s,11bs)-10-methoxy-3-neopentyl-1,3,4,6,7,11b-hexahydro-2H-pyrido[2,1-a]isoquinoline-2,9-diol COC1=C(C=C2CCN3[C@H](C2=C1)C[C@@H]([C@H](C3)CC(C)(C)C)O)O